2-chloro-4-amino-6,7-dimethoxyquinazoline ClC1=NC2=CC(=C(C=C2C(=N1)N)OC)OC